C(C)OC(=O)C1=C(C(=C(N1)C)C(=O)OCC)C diethyl-2,4-dimethylpyrrole-3,5-dicarboxylic acid